4-(8-fluoro-7-(8-fluoronaphthalen-1-yl)-2-((tetrahydro-1H-pyrrolizin-7a(5H)-yl)methoxy)pyrido[4,3-d]pyrimidin-4-yl)-1,4-oxazepan-6-ol FC1=C(N=CC2=C1N=C(N=C2N2CCOCC(C2)O)OCC21CCCN1CCC2)C2=CC=CC1=CC=CC(=C21)F